C(C)(=O)N[C@H]1CN(CC1)C(CN1C(=NC2=C3CC[C@@H](NC3=CC=C21)C)CCN2N=CC=C2)=O (7S)-3-{2-[(3R)-3-Acetamidopyrrolidin-1-yl]-2-oxoethyl}-7-methyl-2-[2-(1H-pyrazol-1-yl)ethyl]-3H,6H,7H,8H,9H-imidazo[4,5-f]chinolin